FC(C1=C(C(C2=CC=C(C=C2)Cl)OC2CN(C2)C(=O)N[C@H](C2=CC=CC=C2)C)C=CC=C1)(F)F 3-[2-(trifluoromethyl)-4'-chlorobenzhydryloxy]-N-[(S)-α-methyl-benzyl]azetidine-1-carboxamide